(S)-N-{(S)-1-[2-(benzo[d]isoxazol-3-yl)-6-fluorophenyl]-2-(6-cyanopyridine-2-yl)ethyl}-2-methylpropane-2-sulfinamide O1N=C(C2=C1C=CC=C2)C2=C(C(=CC=C2)F)[C@H](CC2=NC(=CC=C2)C#N)N[S@@](=O)C(C)(C)C